pyrazole-1(4H)-carboxamide N1(N=CCC1)C(=O)N